(E)-3-(2-(4-(6-(1H-pyrrol-1-yl)nicotinoyl)piperazin-1-yl)phenyl)-N-hydroxyacrylamide N1(C=CC=C1)C1=NC=C(C(=O)N2CCN(CC2)C2=C(C=CC=C2)/C=C/C(=O)NO)C=C1